4-Methyl-tetrahydro-pyran-4-carboxylic acid CC1(CCOCC1)C(=O)O